6-chloropyrido[3,2-d]pyrimidin-4-ol ClC=1C=CC=2N=CN=C(C2N1)O